7-((5-(4-hydroxypiperidin-1-yl)pyridin-2-yl)amino)-4-(5,6,7,8-tetrahydroimidazo[1,2-a]pyridin-3-yl)isoindolin-1-one OC1CCN(CC1)C=1C=CC(=NC1)NC=1C=CC(=C2CNC(C12)=O)C1=CN=C2N1CCCC2